N-(3,3-diphenylpropyl)carboxamide C1(=CC=CC=C1)C(CCNC=O)C1=CC=CC=C1